2,2'-azobis(2-imidazoline) dihydrochloride Cl.Cl.N(=NC=1NCCN1)C=1NCCN1